N4-[3-(Cyclopropylsulfonamido)phenyl]-N2-[4-(4-methylpiperazin-1-yl)phenyl]-5,7-dihydrofuro[3,4-d]pyrimidine-2,4-diamine C1(CC1)S(=O)(=O)NC=1C=C(C=CC1)NC=1C2=C(N=C(N1)NC1=CC=C(C=C1)N1CCN(CC1)C)COC2